4-[[3-fluoro-2-methoxy-propyl]-[4-(5,6,7,8-tetrahydro-1,8-naphthyridin-2-yl)butyl]amino]-2-[[1-(2-methylsulfonylphenyl)cyclopropanecarbonyl]amino]butanoic acid FCC(CN(CCC(C(=O)O)NC(=O)C1(CC1)C1=C(C=CC=C1)S(=O)(=O)C)CCCCC1=NC=2NCCCC2C=C1)OC